FC(C(CC)=O)(F)C=1C(=C(C=CC1)[C@@H](C)NC(OC(C)(C)C)=O)F Tert-butyl {(1R)-1-[3-(1,1-difluoro-2-oxobutyl)-2-fluorophenyl]ethyl}carbamate